tert-butyl 4-(3-amino-5-bromothiophene-2-amido)piperazine-1-carboxylate NC1=C(SC(=C1)Br)C(=O)NN1CCN(CC1)C(=O)OC(C)(C)C